BrC=1C=C(C(=O)NCC2=CC(=C(C=C2)Cl)Cl)C=CC1 3-bromo-N-(3,4-dichlorobenzyl)benzamide